2,3-Difluoro-5-(5-(3-methoxypyrrolidin-1-yl)-1H-indazol-1-yl)phenol FC1=C(C=C(C=C1F)N1N=CC2=CC(=CC=C12)N1CC(CC1)OC)O